O=C1NC(CCC1N1C(C2=CC=C(C=C2C1=O)N1CCC2(CC(C2)N2CCN(CC2)C=2C=C(C=CC2)S(=O)(=O)NC2=NOC3=C2C(=CC(=C3)CN3N=CC=C3)OC)CC1)=O)=O 3-[4-[7-[2-(2,6-dioxopiperidin-3-yl)-1,3-dioxoisoindol-5-yl]-7-azaspiro[3.5]non-2-yl]piperazin-1-yl]-N-[4-methoxy-6-(pyrazol-1-ylmethyl)-1,2-benzooxazol-3-yl]benzenesulfonamide